C[C@@H]1CN(C[C@@H](O1)C)C1=NC=2N(C=C1)N=CC2C(=O)OCC ethyl 5-[(2R,6S)-2,6-dimethylmorpholin-4-yl]pyrazolo[1,5-a]pyrimidine-3-carboxylate